C(C)(C)(C)OC(=O)N1C[C@@H](OCC1)CBr (2R)-2-(bromomethyl)morpholine-4-carboxylic acid tert-butyl ester